5-[3-(TRIFLUOROMETHYL)PHENYL]-1H-INDOLE-3-CARBALDEHYDE FC(C=1C=C(C=CC1)C=1C=C2C(=CNC2=CC1)C=O)(F)F